(2-chloro-4-fluoro-phenyl)-[(1S,5R)-8-[6-(2,2-dimethylpropylsulfonyl)-3H-benzimidazol-4-yl]-3,8-diazabicyclo[3.2.1]octan-3-yl]methanone ClC1=C(C=CC(=C1)F)C(=O)N1C[C@@H]2CC[C@H](C1)N2C2=CC(=CC=1N=CNC12)S(=O)(=O)CC(C)(C)C